((2S,4S)-4-(8-chloro-7-(6-chloro-5-methyl-1H-indazol-4-yl)-4-(3-(dimethylamino)azetidin-1-yl)-6-fluoro-1H-pyrazolo[4,3-c]quinolin-1-yl)piperidin-2-yl)acetonitrile ClC1=CC=2C3=C(C(=NC2C(=C1C1=C2C=NNC2=CC(=C1C)Cl)F)N1CC(C1)N(C)C)C=NN3[C@@H]3C[C@H](NCC3)CC#N